CN1CNCC1 3-methylimidazolidin